FC(C=1N=CC=2N(C1)C(=CN2)C2=CC=CC(=N2)N2CCN(CC2)C(C)=O)(F)F 1-(4-(6-(6-(trifluoromethyl)imidazo[1,2-a]pyrazin-3-yl)pyridin-2-yl)piperazin-1-yl)ethan-1-one